C(C)(C)N1N=NN=C1C=1SC=C(N1)N 2-(1-isopropyl-1H-tetrazol-5-yl)thiazol-4-amine